CS(=O)(=O)OCC1CN(C1)C(=O)OCC1=CC=CC=C1 1-Benzyl 3-(methylsulfonyloxymethyl)azetidine-1-carboxylate